FC=1C=C(C=NC1OCC(F)(F)F)[C@@H](NC(=O)N1[C@@H](C(NCC1)=O)C)C1=NC(=C(C=C1)F)C(F)(F)F (2R)-N-((R)-(5-fluoro-6-(2,2,2-trifluoroethoxy)pyridin-3-yl)(5-fluoro-6-(trifluoro-methyl)-pyridin-2-yl)methyl)-2-methyl-3-oxopiperazine-1-carboxamide